FC1=C(C=CC=C1)[C@@H](C)C1=CC=CC=C1 (S)-1-fluoro-2-(1-phenylethyl)benzene